FC1=C(C(=CC(=C1)C1=C(C=C(C=C1)C1=CC=2SC(=CC2S1)CCCCC)F)C)N=C=S 2-fluoro-4-[2-fluoro-4-(2-pentylthieno[3,2-b]thiophen-5-yl)phenyl]-6-methylphenyl isothiocyanate